[Li+].N1=CC(=CC=C1)C1=NOC(=C1)CC(=O)[O-] [3-(pyridin-3-yl)-1,2-oxazol-5-yl]acetic acid Lithium salt